4-((S)-3-carbamoyl-2-(4-phenoxyphenyl)-4,5,6,7-tetrahydropyrazolo[1,5-a]pyrimidin-7-yl)-3-oxopiperidine-1-carboxylic acid tert-butyl ester C(C)(C)(C)OC(=O)N1CC(C(CC1)[C@@H]1CCNC=2N1N=C(C2C(N)=O)C2=CC=C(C=C2)OC2=CC=CC=C2)=O